BrC1=CC(=C2C(N(C(C2=C1)=O)C1CC(C1)(C)O)(C)C)C(F)(F)F 6-bromo-3,3-dimethyl-2-[(cis)-3-hydroxy-3-methylcyclobutyl]-4-(trifluoromethyl)isoindol-1-one